Cl.Cl.Cl.CN(C/C=C/C(=O)N(CC1=CC=NC=C1)C1=C2CNCC2=CC=C1)C (E)-4-(Dimethylamino)-N-(isoindolin-4-yl)-N-(pyridin-4-ylmethyl)but-2-enamide trihydrochloride